3-(2-{[(2R,7aS)-2-fluoro-hexahydro-1H-pyrrolizin-7a-yl]methoxy}-7-(8-ethynyl-7-fluoro-3-hydroxynaphthalen-1-yl)-8-fluoroquinazolin-4-yl)-3-azabicyclo[3.1.1]heptan-6-ol F[C@@H]1C[C@@]2(CCCN2C1)COC1=NC2=C(C(=CC=C2C(=N1)N1CC2C(C(C1)C2)O)C2=CC(=CC1=CC=C(C(=C21)C#C)F)O)F